5,5-dimethyl-4,5-dihydroisoxazole-3-carboxamide CC1(CC(=NO1)C(=O)N)C